3-amino-5-(tert-butyl)phenol NC=1C=C(C=C(C1)C(C)(C)C)O